C(CCCCCC)OC(CCCCCCC(CC)OCC1=CC=CC=C1)OCCCCCCC 10,10-diheptyloxy-3-benzyloxydecane